BrC=1C=C(C(=NC1)N)C=1OC(=CN1)C1=CC=CC=C1 5-bromo-3-(5-phenyloxazol-2-yl)pyridin-2-amine